[Si](C)(C)(C(C)(C)C)OCC1CC2=C(C=C(C=C2C1)OCCN1N=C(N=N1)N)F 2-[2-[2-[[tert-butyl(dimethyl)silyl]oxymethyl]-7-fluoro-indan-5-yl]oxyethyl]tetrazol-5-amine